FC([C@@H](C)OC(=O)NC1=C(N=NN1C)C1=CC=C(C(=N1)C)C#CC1=C(C(=O)O)C=CN=C1)(CC)F (R)-3-((6-(5-((((3,3-difluoropentan-2-yl)oxy)carbonyl)amino)-1-methyl-1H-1,2,3-triazol-4-yl)-2-methylpyridin-3-yl)ethynyl)isonicotinic acid